5-(pyridin-2-yl)-N-(3-(pyrrolidin-1-yl)propyl)pyrazin-2-amine N1=C(C=CC=C1)C=1N=CC(=NC1)NCCCN1CCCC1